ClC=1C=C2C=C(N=CC2=C(N1)Cl)N 6,8-dichloro-2,7-naphthyridin-3-amine